The molecule is a steroid phosphate oxoanion which is the dianion obtained by the deprotonation of the phosphate OH groups of prednisolone phosphate. It is a conjugate base of a prednisolone phosphate. C[C@]12C[C@@H]([C@H]3[C@H]([C@@H]1CC[C@@]2(C(=O)COP(=O)([O-])[O-])O)CCC4=CC(=O)C=C[C@]34C)O